2-(1-((2-(3,5-dichlorophenyl)-6-((2-methyl-6-(4-methylpiperazin-1-yl)pyridin-3-yl)oxy)pyridin-4-yl)methyl)piperidin-4-yl)acetic acid ClC=1C=C(C=C(C1)Cl)C1=NC(=CC(=C1)CN1CCC(CC1)CC(=O)O)OC=1C(=NC(=CC1)N1CCN(CC1)C)C